5-bromo-7-(cyclopropylmethoxy)benzofuran-3-carboxylic acid ethyl ester C(C)OC(=O)C1=COC2=C1C=C(C=C2OCC2CC2)Br